F[C@@H]1CN(C[C@@H]1OC1=NC(=CC2=C1C=CN2CC(C)C)NC=2SC(=CN2)C)C(C=C)=O 1-((3R,4S)-3-fluoro-4-((1-isobutyl-6-((5-methylthiazol-2-yl)amino)-1H-pyrrolo[3,2-c]pyridin-4-yl)oxy)pyrrolidin-1-yl)prop-2-en-1-one